1-methylpyridinium methionyl-lysine salt N[C@@H](CCSC)C(=O)N[C@@H](CCCCN)C(=O)[O-].C[N+]1=CC=CC=C1